4-aminobenzophenone NC1=CC=C(C(=O)C2=CC=CC=C2)C=C1